N-amidinopyrazole-1-carboxamidine hydrochloride Cl.C(N)(=N)NC(=N)N1N=CC=C1